2β,6α-dimethylbicyclo[4.4.0]decan-1β-ol CC1CCCC2(C1(CCCC2)O)C